1,3-dimethyl-pyrido[2,3-d]pyridazine-2,5-dione CN1C(C(C=C2C1=CN=NC2=O)C)=O